3,8-diamino-6-phenylphenanthridine NC=1C=CC2=C3C=CC(=CC3=C(N=C2C1)C1=CC=CC=C1)N